OC[C@H](C1=CC=CC=C1)NC1=NC(=NC=C1C1=NC(=NO1)C12CCN(CC1)CC2)NC2=CC=C1C(=N2)CN(C1=O)CCC (S)-2-((4-((2-hydroxy-1-phenylethyl)amino)-5-(3-(quinuclidin-4-yl)-1,2,4-oxadiazol-5-yl)pyrimidin-2-yl)amino)-6-propyl-6,7-dihydro-5H-pyrrolo[3,4-b]pyridin-5-one